4-methoxy-1H-pyrazole COC=1C=NNC1